tert-Butyl 9-(tert-butoxycarbonylamino)-6,7-dichloro-10-(1-tetrahydropyran-2-ylpyrazol-4-yl)-3,4-dihydro-1H-pyrazino[1,2-a]indole-2-carboxylate C(C)(C)(C)OC(=O)NC=1C=2C(=C3N(C2C(=C(C1)Cl)Cl)CCN(C3)C(=O)OC(C)(C)C)C=3C=NN(C3)C3OCCCC3